1-[(1S,4aR,5R,8aS)-1-methyl-5-[(1S)-2,2,2-trifluoro-1-hydroxy-ethyl]-3,4,4a,5,6,7,8,8a-octahydro-1H-isoquinolin-2-yl]-2-[3,5-dichloro-2-(1-ethoxyvinyl)-4-pyridyl]ethanone C[C@@H]1N(CC[C@H]2[C@@H](CCC[C@H]12)[C@@H](C(F)(F)F)O)C(CC1=C(C(=NC=C1Cl)C(=C)OCC)Cl)=O